BrC=1C2=CN(N=C2C=C(C1N)Cl)C 4-bromo-6-chloro-2-methyl-indazol-5-amine